FC1=CC(=CC2=C1N(C=N2)C)OC2=C(C=C(C=C2)NC2=NC=NC1=C2N=C(N=C1)O[C@@H]1CN(CC1)C(C=C)=O)C (S)-1-(3-((8-((4-((7-fluoro-1-methyl-1H-benzo[d]imidazol-5-yl)oxy)-3-methylphenyl)amino)pyrimido[5,4-d]pyrimidin-2-yl)oxy)pyrrolidin-1-yl)prop-2-en-1-one